pyrido[3,4-b]indol-1-on C1(N=CC=C2C1=NC1=CC=CC=C21)=O